P(=O)(O)(O)O[C@H](C=O)[C@@H](O)[C@H](O)[C@H](O)CO phospho-Mannose